ClC1=CC=C(C=C1)C1=CC=C(C=C1)CC1=NOC(=N1)CCl 3-((4'-chloro-[1,1'-biphenyl]-4-yl)methyl)-5-(chloromethyl)-1,2,4-oxadiazole